[18F]N(C(=N)N)CC1=CC=CC=C1 [18F]-Fluorobenzylguanidin